C(C)(=O)[O-].C(CCCCCCCCCCCCCCCCCCCCC)C=1NC=C[NH+]1 docosyl-imidazolium acetate